FC=1C=C(C=C(C1[C@H]1N([C@@H](CC2=CC(=CC=C12)O)C)CC(F)(F)F)F)N(C(OC(C)(C)C)=O)C1CN(C1)CCCF tert-butyl (3,5-difluoro-4-((1S,3R)-6-hydroxy-3-methyl-2-(2,2,2-trifluoroethyl)-1,2,3,4-tetrahydroisoquinolin-1-yl)phenyl)(1-(3-fluoropropyl)azetidin-3-yl)carbamate